FC1([C@@H]([C@@H](N(C1)C(C(C)C)=O)CC=1C(=C(C=CC1)C1=C(C=CC(=C1)F)F)F)NS(=O)(=O)C1CC1)F N-{(2S,3R)-4,4-difluoro-1-(2-methylpropanoyl)-2-[(2,2',5'-trifluoro[1,1'-biphenyl]-3-yl)methyl]pyrrolidin-3-yl}cyclopropanesulfonamide